2-amino-4-bromo-3,5,6-trifluoro-benzoic acid NC1=C(C(=O)O)C(=C(C(=C1F)Br)F)F